[6-[[5-(trifluoromethylsulfonyl)-3-pyridinyl]methyl]-2-azaspiro[3.3]heptan-2-yl]methanone FC(S(=O)(=O)C=1C=C(C=NC1)CC1CC2(CN(C2)C=O)C1)(F)F